trans-4-((4-(1-Cyclopropyl-1H-pyrazol-4-yl)pyridin-2-yl)((trans-4-(4-methoxy-3-methylphenyl)cyclohexyl)methyl)carbamoyl)-cyclohexyl methylcarbamate CNC(O[C@@H]1CC[C@H](CC1)C(N(C[C@@H]1CC[C@H](CC1)C1=CC(=C(C=C1)OC)C)C1=NC=CC(=C1)C=1C=NN(C1)C1CC1)=O)=O